N-(azetidin-3-yl)-5-(spiro[3.3]heptan-2-yl)-1,3,4-oxadiazol-2-amine N1CC(C1)NC=1OC(=NN1)C1CC2(C1)CCC2